COC(=O)C1CN(CCC1)C(=O)OCC1=CC=CC=C1 Piperidine-1,3-dicarboxylic acid 1-benzyl 3-methyl ester